ClC1=NC=C(C(=C1)CC(C(=O)OCC)O)[N+](=O)[O-] ethyl 3-(2-chloro-5-nitro-4-pyridyl)-2-hydroxy-propanoate